2-(4-bromophenyl)prop-2-enoic acid tert-butyl ester C(C)(C)(C)OC(C(=C)C1=CC=C(C=C1)Br)=O